FC(C=1C=C(C=C(C1)C(F)(F)F)C1=NN(C=N1)\C=C/C(=O)NN1C(C=C(C1)C1CC1)=O)(F)F (Z)-3-(3-(3,5-bis(trifluoromethyl)phenyl)-1H-1,2,4-triazol-1-yl)-N-(4-cyclopropyl-2-oxo-2,5-dihydro-1H-pyrrol-1-yl)acrylamide